3,3-difluoro-N-(3-(imidazo[4,5-d]pyrrolo[2,3-b]pyridin-1(6H)-yl)bicyclo[1.1.1]pentan-1-yl)cyclobutanecarboxamide FC1(CC(C1)C(=O)NC12CC(C1)(C2)N2C=NC=1C2=C2C(=NC1)NC=C2)F